C(C=C)(=O)N1C[C@H](CCC1)CNC1=C2C(=NC=C1)NC(=C2)C2CC2 (R)-4-(((1-Acryloylpiperidin-3-yl)methyl)amino)-2-cyclopropyl-1H-pyrrolo[2,3-b]pyridine